O1COC2=C1C=CC(=C2)C#CC(=O)O 3-(1,3-benzodioxol-5-yl)prop-2-ynoic acid